C1(CC1)SCC(=O)N 2-(cyclopropylthio)acetamide